(2S,3S,4S,5R,6S)-6-[[5-[4-[2-[3-(fluoromethyl)azetidin-1-yl]ethoxy]phenyl]-8-(trifluoromethyl)-5H-chromeno[4,3-c]quinolin-2-yl]oxy]-3,4,5-trihydroxy-tetrahydropyran-2-carboxylic acid FCC1CN(C1)CCOC1=CC=C(C=C1)C1OC=2C=C(C=CC2C=2C=NC=3C=C(C=CC3C21)O[C@H]2[C@@H]([C@H]([C@@H]([C@H](O2)C(=O)O)O)O)O)C(F)(F)F